NCCNCCCCO[Si](OC)(OC)C N-(aminoethyl)-gamma-aminopropyl-methyl-trimethoxysilane